C(\C=C\C=C\C)(=O)[O-].[Ca+2].C(\C=C\C=C\C)(=O)[O-] Calcium sorbat